N-((5-fluoro-6-((2-methyl-2H-1,2,3-triazol-4-yl)methoxy)-1H-indol-2-yl)methyl)pyrrolidine-1-carboxamide FC=1C=C2C=C(NC2=CC1OCC1=NN(N=C1)C)CNC(=O)N1CCCC1